Di(hydroxybenzyl)dimethoxysilane OC(C1=CC=CC=C1)[Si](OC)(OC)C(C1=CC=CC=C1)O